3α,7α-dihydroxyl-6α-ethyl-5β-cholan-24-oic acid calcium salt [Ca+2].O[C@H]1C[C@H]2[C@H]([C@H]([C@H]3[C@@H]4CC[C@H]([C@@H](CCC(=O)[O-])C)[C@]4(CC[C@@H]3[C@]2(CC1)C)C)O)CC.O[C@H]1C[C@H]2[C@H]([C@H]([C@H]3[C@@H]4CC[C@H]([C@@H](CCC(=O)[O-])C)[C@]4(CC[C@@H]3[C@]2(CC1)C)C)O)CC